ClC=1C=C(C(=O)NC(C)C=2N(N=C(N2)NS(=O)(=O)C)C2=NC=C(C=C2)Cl)C=C(C1)S(=O)(=O)C 3-chloro-N-[1-[2-(5-chloro-2-pyridinyl)-5-(methanesulfonamido)-1,2,4-triazol-3-yl]ethyl]-5-methylsulfonyl-benzamide